NC(C)C1=CC(=CNC1=O)C1CN(CCC1(F)F)[C@H](C(=O)NC=1N=NC(=CC1)OCC1CC1)C (2S)-2-(3-(5-(1-aminoethyl)-6-oxo-1,6-dihydropyridin-3-yl)-4,4-difluoropiperidin-1-yl)-N-(6-(cyclopropylmethoxy)pyridazin-3-yl)propionamide